tert-butyl (2S)-2-[1-[(3S)-1-formylpyrrolidin-3-yl]-N-methylformamido]-3-methylbutanoate C(=O)N1C[C@H](CC1)C(=O)N(C)[C@H](C(=O)OC(C)(C)C)C(C)C